ClC1=NC(=NC(=N1)Cl)NC1=CC=C(C=C1)S(=O)(=O)O p-[(4,6-dichloro-1,3,5-triazin-2-yl)amino]-benzenesulfonic acid